O\N=C(\C1=C(C=CC=C1)OC(F)(F)F)/Cl (Z)-N-hydroxy-2-(trifluoromethoxy)benzimidoyl chloride